FC1=C(C=CC(=C1)F)C(CC(C=O)C)(CC=C(C)C)C 4-(2,4-difluorophenyl)-2,4,7-trimethyloct-6-enal